C(C1=CC=CC=C1)(=O)ON=C(CCC1CCCC1)C=1C=CC=2N(C3=CC=C(C=C3C2C1)C(C1=C(C=CC=C1)C)=O)CC N-benzoyloxy-1-[9-ethyl-6-(2-methylbenzoyl)-9H-carbazol-3-yl]-3-cyclopentylpropane-imine